C12CN(CC(CC1)O2)S(=O)(=O)C2=CC=C(C=C2)NC(=O)NCC2=CC(=C(C=C2)F)Br 1-(4-((8-oxa-3-azabicyclo[3.2.1]oct-3-yl)sulfonyl)phenyl)-3-(3-bromo-4-fluorobenzyl)urea